C(C1=CC=CC=C1)[N-]CC(C)C N-benzyl-isobutyl-amide